FC=1C=C(C=2C3=C(N(C2C1)CC1=CC=C(C(=O)NO)C=C1)C=CC=N3)F 4-((7,9-difluoro-5H-pyrido[3,2-b]indol-5-yl)methyl)-N-hydroxybenzamide